N-(1-(5-(6-((1-aminocyclopropyl)ethynyl)-3-cyanopyrazolo[1,5-a]pyridin-4-yl)pyridin-2-yl)-4-methylpiperidin-4-yl)-3-chloromethylpyridinamide NC1(CC1)C#CC=1C=C(C=2N(C1)N=CC2C#N)C=2C=CC(=NC2)N2CCC(CC2)(C)NC(=O)C2=NC=CC=C2CCl